4-methyl-styrol CC1=CC=C(C=C)C=C1